N-(3-chloro-5-methylbenzyl)-2-(2,5-dimethoxy-4-(methylsulfinyl)phenyl)ethan-1-amine ClC=1C=C(CNCCC2=C(C=C(C(=C2)OC)S(=O)C)OC)C=C(C1)C